C(C1=CC=CC=C1)O[C@@H]1[C@@H](O[C@@H]([C@H]([C@@H]1OCC1=CC=C(C=C1)OC)OCC1=CC=CC=C1)CO)O[C@H]1[C@@H]([C@H]([C@H](OCC2=CC=CC=C2)O[C@@H]1COCC1=CC=CC=C1)N=[N+]=[N-])OCC1=CC=CC=C1 Benzyl 2,4-di-O-benzyl-3-O-p-methoxybenzyl-β-D-mannopyranosyl-(1→4)-2-azido-3,6-di-O-benzyl-2-deoxy-β-D-glucopyranoside